Cl.CN1C(C2(C3=C1C=NC=1C=CC(=CC31)C=3C=C(C(=NC3)N3CCC(CC3)N3CCOCC3)NS(=O)(=O)C3CC3)CCC2)=O N-(5-(3'-Methyl-2'-oxo-2',3'-dihydrospiro[cyclobutane-1,1'-pyrrolo[2,3-c]quinolin]-8'-yl)-2-(4-morpholinopiperidin-1-yl)pyridin-3-yl)cyclopropanesulfonamide hydrochloride